6-(1-amino-1,3-dihydrospiro[indene-2,4'-piperidine]-1'-yl)-3-(2-amino-5,5-dimethyl-4,5-dihydrobenzo[d]thiazol-7-yl)-1,5-dihydro-4H-pyrazolo[3,4-d]pyrimidin-4-one NC1C2=CC=CC=C2CC12CCN(CC2)C=2NC(C1=C(N2)NN=C1C1=CC(CC=2N=C(SC21)N)(C)C)=O